C1(=CC(=CC=C1)CN=C=O)CN=C=O m-phenylenedimethyl isocyanate